1-(3-(butoxymethyl)-4-methoxyphenyl)-3-(4-(2-hydroxyethyl)-2-methoxybenzyl)tetrahydropyrimidin-2(1H)-one C(CCC)OCC=1C=C(C=CC1OC)N1C(N(CCC1)CC1=C(C=C(C=C1)CCO)OC)=O